CC1=CC2=C(N=C(N=C2NCCCC2=CC=C(C=C2)C2=CC=C(C=C2)OC(F)(F)F)C=2N(C=CC2)C)S1 6-methyl-2-(1-methyl-1H-pyrrol-2-yl)-N-(3-(4'-(trifluoromethoxy)-[1,1'-biphenyl]-4-yl)propyl)thieno[2,3-d]pyrimidin-4-amine